N5-(3-((2r,5S)-5-Amino-1,3-dioxan-2-yl)propyl)-1-((S)-1-(3-chlorophenyl)ethyl)-N3-methyl-1H-pyrazole-3,5-dicarboxamide NC1COC(OC1)CCCNC(=O)C1=CC(=NN1[C@@H](C)C1=CC(=CC=C1)Cl)C(=O)NC